C(C)OC(C(CC(C)=O)=O)=O ethyl-2,4-dioxovalerate